4-chloro-6-methyl-2-(thiophen-2-yl)thieno[2,3-d]pyrimidine ClC=1C2=C(N=C(N1)C=1SC=CC1)SC(=C2)C